N-(3-(1-((2R,5S)-4-(2-(cyanomethyl)-4-methyl-5-oxo-4,5-dihydro-2H-pyrazolo[4,3-b]pyridin-7-yl)-2,5-diethylpiperazin-1-yl)ethyl)phenyl)acetamide C(#N)CN1N=C2C(N(C(C=C2N2C[C@H](N(C[C@@H]2CC)C(C)C=2C=C(C=CC2)NC(C)=O)CC)=O)C)=C1